ClCCCCOC1=C(CNC(=O)[C@H]2N(C[C@@H](C2)O)C([C@H](C(C)(C)C)NC(=O)C2(CC2)F)=O)C=CC(=C1)C1=C(N=CS1)C (2S,4R)-N-(2-(4-chlorobutoxy)-4-(4-methylthiazol-5-yl)benzyl)-1-((S)-2-(1-fluorocyclopropane-1-carboxamido)-3,3-dimethylbutanoyl)-4-hydroxypyrrolidine-2-carboxamide